C(C=C)C1[C@@H](N(CC1=O)C(=O)OC(C)(C)C)C(=O)OC 1-(tert-butyl) 2-methyl (2R)-3-allyl-4-oxopyrrolidine-1,2-dicarboxylate